FC1=NC(=CC=C1C1=C(C=NN1C1CCOCC1)C(=O)OCC)F Ethyl 5-(2,6-difluoropyridin-3-yl)-1-(oxan-4-yl)pyrazole-4-carboxylate